1-(4-bromobenzyl)-2-methyl-1H-imidazole BrC1=CC=C(CN2C(=NC=C2)C)C=C1